FC(C(=O)[O-])(F)F.C[N+](CCNC(=O)[C@](N)(CCCNC(N)=N)C(=O)O)(CC(COCCCCCCCC\C=C/CCCCCCCC)OCCCCCCCC\C=C/CCCCCCCC)C dimethyl-2,3-dioleyloxypropyl-2-(2-argininoformylamino)ethylammonium trifluoroacetate